2-(1-(4-(trifluoromethyl)phenyl)ethyl)-10H-phenothiazine FC(C1=CC=C(C=C1)C(C)C1=CC=2NC3=CC=CC=C3SC2C=C1)(F)F